BrC=1C=NN(C1)C(C)(C)CC 4-bromo-1-(tert-amyl)-1H-pyrazole